2,2-difluoro-N-(4-fluoro-3-(trifluoromethyl)phenyl)-6-(2-methoxy-5-(4,5,6,7-tetrahydrothiazolo[5,4-c]pyridin-2-yl)benzamido)benzo[d][1,3]dioxole-5-carboxamide FC1(OC2=C(O1)C=C(C(=C2)C(=O)NC2=CC(=C(C=C2)F)C(F)(F)F)NC(C2=C(C=CC(=C2)C=2SC=1CNCCC1N2)OC)=O)F